C(CC)C(CCCN)(CCC)CCC tripropyl-butyl-amine